(S)-2-PHENYLPENT-4-EN-1-OL C1(=CC=CC=C1)[C@@H](CO)CC=C